FC1(C=2N(CCC1)N=CC2[S@](=O)(NC(NC2=C1CCCC1=CC=1CCCC21)=O)=N)F (R)-4,4-difluoro-N-((1,2,3,5,6,7-hexahydro-s-indacen-4-yl)carbamoyl)-4,5,6,7-tetrahydropyrazolo[1,5-a]pyridine-3-sulfonimidamide